2-(Methylamino)-3-(3-methoxy-4-((methylsulfonyl)carbamoyl)phenyl)propanoic acid CNC(C(=O)O)CC1=CC(=C(C=C1)C(NS(=O)(=O)C)=O)OC